ChloroFluoroCarbon Cl[C]F